N-[2-(2-aminoethoxy)ethyl]-2-ethyl-4-[[3-[1-propyl-3-(trifluoromethyl)pyrazol-4-yl]imidazo[1,2-a]pyrazin-8-yl]amino]benzamide hydrochloride Cl.NCCOCCNC(C1=C(C=C(C=C1)NC=1C=2N(C=CN1)C(=CN2)C=2C(=NN(C2)CCC)C(F)(F)F)CC)=O